C1(O)=C(O)C(=CC=C1)N catecholmonoamine